N(=[N+]=[N-])CC1CN(C=2N(C1)N=CC2CC2=CC(=CC=C2)C(F)(F)F)C(=O)OC(C)(C)C tert-butyl 6-(azidomethyl)-3-(3-(trifluoromethyl) benzyl)-6,7-dihydropyrazolo[1,5-a]pyrimidine-4(5H)-carboxylate